N-(4b-hydroxy-7-isopropyl-10-oxo-4b,10-dihydro-9bH-indeno[1,2-b]benzofuran-9b-yl)-2-(4-methyl-piperazin-1-yl)-2-oxoacetamide OC12OC3=C(C1(C(C1=CC=CC=C12)=O)NC(C(=O)N1CCN(CC1)C)=O)C=CC(=C3)C(C)C